CC=1C=C(C(C(=O)O)=CC1C)O 4,5-dimethylsalicylic acid